N-((5-chloro-6-(2-methyloxazol-5-yl)-1H-indol-2-yl)methyl)acetamide ClC=1C=C2C=C(NC2=CC1C1=CN=C(O1)C)CNC(C)=O